N-(2,4-dimethylbenzyl)-N-(1,3-dioxoisoindolin-2-yl)methanesulfonamide CC1=C(CN(S(=O)(=O)C)N2C(C3=CC=CC=C3C2=O)=O)C=CC(=C1)C